2-[4-(4-acetyl-[1,4]diazepan-1-yl)-6-(4-carboxyphenyl)pyrimidin-2-ylamino]-4-methylthiazole-5-carboxylic acid ethyl ester C(C)OC(=O)C1=C(N=C(S1)NC1=NC(=CC(=N1)N1CCN(CCC1)C(C)=O)C1=CC=C(C=C1)C(=O)O)C